3-isocyanatobutyl-methyl-diethoxysilane N(=C=O)C(CC[Si](OCC)(OCC)C)C